O=C(C=C(C)OC([C@@H](NC([C@@H](NC(=O)OCC1=CC=CC=C1)C(C)C)=O)CC1=CC=CC=C1)=O)C1=CC=CC=C1 (E)-N-benzyloxycarbonyl-L-valyl-L-phenylalanine-4-oxo-4-phenyl-2-buten-2-yl ester